ClC=1C=C(N(C(NCC=2C=C3CN(C(C3=CC2)=O)C2C(NC(CC2)=O)=O)=O)CC(C(=O)OC(C)(C)C)=C)C=C(C1)OC tert-butyl 2-[[3-chloro-N-[[2-(2,6-dioxo-3-piperidyl)-1-oxo-isoindolin-5-yl]methylcarbamoyl]-5-methoxy-anilino]methyl]prop-2-enoate